rel-(R)-N-(2,6-dichloro-2'-(trifluoromethoxy)-[1,1'-biphenyl]-4-yl)-2-(4-(ethylsulfonyl)phenyl)-3-methoxypropionamide ClC1=C(C(=CC(=C1)NC([C@@H](COC)C1=CC=C(C=C1)S(=O)(=O)CC)=O)Cl)C1=C(C=CC=C1)OC(F)(F)F |o1:9|